N-(2-(2,6-dioxopiperidin-3-yl)-1,3-dioxoisoindolin-4-yl)-3-(2-(piperazin-1-yl)ethoxy)propanamide O=C1NC(CCC1N1C(C2=CC=CC(=C2C1=O)NC(CCOCCN1CCNCC1)=O)=O)=O